FC1=NC(=CC(=C1)NC1=CC=C(C(=N1)C(=O)NCC(C)C1=CC=CC=C1)OC)F 6-[(2,6-difluoro-4-pyridyl)amino]-3-methoxy-N-(2-phenylpropyl)pyridine-2-carboxamide